CS(=O)(=O)N1C2=C(OCC1)N=CC(=C2)NC(OC(C)(C)C)=O tert-butyl (1-(methylsulfonyl)-2,3-dihydro-1H-pyrido[2,3-b][1,4]oxazin-7-yl)carbamate